ethyl 7-bromo-2-methyl-3-oxo-1,2,3,4-tetrahydroquinoxaline-6-carboxylate BrC1=C(C=C2NC(C(NC2=C1)C)=O)C(=O)OCC